1-(4-(trifluoromethyl)phenyl)-1H-1,2,3-triazole-4-carboxamide FC(C1=CC=C(C=C1)N1N=NC(=C1)C(=O)N)(F)F